FC1=CC=C2C(N3C(=NC2=C1)C(CCC3)CC(C(=O)OC(C)C)C(=O)OC(C)C)=O Diisopropyl 2-((3-fluoro-11-oxo-6,8,9,11-tetrahydro-7H-pyrido[2,1-b]quinazolin-6-yl)methyl)malonate